[C@@H]12N(C[C@@H](NC1)C2)C=2C=CC=1N=CN=C(C1N2)NC2=NC=C(C=C2F)OC(F)F 6-[(1S,4S)-2,5-diazabicyclo[2.2.1]heptan-2-yl]-N-[5-(difluoromethoxy)-3-fluoro-2-pyridyl]pyrido[3,2-d]pyrimidin-4-amine